6-(4-((dimethylamino)methyl)piperidin-1-yl)-5-methylpyridin CN(C)CC1CCN(CC1)C1=C(C=CC=N1)C